C(C1=CC=CC=C1)N1CC=2C(N=C3N(C2CC1)CCN3CC3=CC(=C(C=C3)F)Br)=O 7-benzyl-3-(3-bromo-4-fluorobenzyl)-2,3,6,7,8,9-hexahydroimidazo[1,2-a]pyrido[3,4-e]pyrimidin-5(1H)-one